cholestanol-d7 C(C(C([2H])([2H])[2H])(C(CC[C@@H](C)[C@H]1CC[C@H]2[C@@H]3CCC4CCCC[C@]4(C)[C@H]3CC[C@]12C)[2H])[2H])(O)([2H])[2H]